BrC=1C=CC=C2C(=C(N=CC12)C(N(CCC)C(=O)OC(C)(C)C)=O)N(C(OC(C)(C)C)=O)C(=O)OC(C)(C)C Tert-butyl (8-bromo-3-((tert-butoxycarbonyl)(propyl)carbamoyl)isoquinolin-4-yl)(tert-butoxycarbonyl)carbamate